2-((4-amino-2-butyl-7,8-dihydrocyclopenta[b]imidazo[4,5-d]pyridin-1(6H)-yl)methyl)-2-methylpropan-1,3-diol NC1=C2C(=C3C(=N1)CCC3)N(C(=N2)CCCC)CC(CO)(CO)C